1-(4-(4-chloro-3-(morpholine-4-carbonyl)phenyl)-5-(isopropylthio)thiazol-2-yl)-4-(3-fluorophenyl)-3-methyl-1H-pyrazole-5-carboxylic acid ClC1=C(C=C(C=C1)C=1N=C(SC1SC(C)C)N1N=C(C(=C1C(=O)O)C1=CC(=CC=C1)F)C)C(=O)N1CCOCC1